ortho-nonyl-phenol C(CCCCCCCC)C1=C(C=CC=C1)O